CNCC1OCC(C2=C1SC=C2)C2=CC(=C(C=C2)Cl)Cl 4-E-1trans-N-methyl-1-(4-(3,4-dichlorophenyl)-4,7-dihydro-5H-thieno[2,3-c]pyran-7-yl)-methylamine